C(C)(C)(C)C=1C=C(N(N1)C1=CC=C(C=C1)C)NC(=O)NC1=CC=C(C2=CC=CC=C12)CCCN1CCCCC1 1-[5-tert-butyl-2-p-tolyl-2H-pyrazol-3-yl]-3-[4-(3-(piperidin-1-yl)prop-1-yl)naphthalen-1-yl]-urea